OC1=CC=C(C=C1)C1=CC=C(C=C1)N1C(N(C(C1(C)C)=O)C=1C=C(C(=NC1)C#N)C(F)(F)F)=S 5-(3-(4'-hydroxybiphenyl-4-yl)-4,4-dimethyl-5-oxo-2-thioxoimidazolidin-1-yl)-3-(trifluoromethyl)pyridinecarbonitrile